N=1C=CN2C1C=CC=C2C2=CC=C(C(=N2)OC)NC(=O)C=2C(=NOC2C)C2=CC=CC=C2 N-(6-Imidazo[1,2-a]pyridin-5-yl-2-methoxy-3-pyridyl)-5-methyl-3-phenyl-isoxazole-4-carboxamide